CNC1=NN=CS1 5-(methylamino)-1,3,4-thiadiazole